trimethoxy-10-undecen-1-ylsilane CO[Si](CCCCCCCCCC=C)(OC)OC